FC(C1=NC=C(C=N1)C1=CC(=NC=N1)CN1C(C2=CC=CC=C2C1=O)=O)(F)F 2-([6-[2-(trifluoromethyl)pyrimidin-5-yl]pyrimidin-4-yl]methyl)-2,3-dihydro-1H-isoindole-1,3-dione